C(C)(C)(C)OC(=O)N1CC(C1)C1=CC=CC=2N(C(N(C21)C)=O)C2C(NC(CC2)=O)=O 3-(1-(2,6-Dioxopiperidin-3-yl)-3-methyl-2-oxo-2,3-dihydro-1H-benzo[d]-imidazol-4-yl)azetidine-1-carboxylic acid tert-butyl ester